CN1C(=CN2C1=NC(=C(C2=O)C=2C=NN(C2)CC2COC2)C(F)(F)F)C 1,2-dimethyl-6-{1-[(oxetan-3-yl)methyl]-1H-pyrazol-4-yl}-7-(trifluoromethyl)-1H,5H-imidazo[1,2-a]pyrimidin-5-one